C(C)(C)(C)OC(=O)N1C([C@@H]([C@@H](CC1)N1N=C2C=C(C(=CC2=C1)Br)OC)F)C(C)(C)C tert-butyl-(3S,4R)-4-(5-bromo-6-methoxy-2H-indazol-2-yl)-3-fluoropiperidine-1-carboxylic acid tert-butyl ester